CN[C@@H]1CN(CCC1)C1=C2C(=NC=C1)NC=C2C=2C=NNC2 (3S)-N-methyl-1-[3-(1H-pyrazol-4-yl)-1H-pyrrolo[2,3-b]pyridin-4-yl]piperidin-3-amine